tert-butyl (1-(4-methyl-3-((1-(3-phenylnaphthalen-1-yl)cyclopropyl) carbamoyl)phenoxy)propan-2-yl)carbamate CC1=C(C=C(OCC(C)NC(OC(C)(C)C)=O)C=C1)C(NC1(CC1)C1=CC(=CC2=CC=CC=C12)C1=CC=CC=C1)=O